NC1=NC=CC(=C1CN1CCC2(COC2)C1)OC1=C(C=C(C=C1)NC(=O)C=1C=NN(C1C(F)(F)F)C1=NC=CC=C1F)F N-[4-[[2-amino-3-(2-oxa-7-azaspiro[3.4]octane-7-ylmethyl)-4-pyridyl]oxy]-3-fluoro-phenyl]-1-(3-fluoro-2-pyridyl)-5-(trifluoromethyl)pyrazole-4-carboxamide